4-(3-(4-aminopiperidin-1-yl)propoxy)-7-(pyridin-4-yl)-2H-chromen-2-one NC1CCN(CC1)CCCOC1=CC(OC2=CC(=CC=C12)C1=CC=NC=C1)=O